FC1=C2C=CN(C2=CC=C1)[C@@H]1CC[C@@H](CC1)N1CCN(CC1)C=1N=NC=CC1C=1C=NN(C1)C 4-fluoro-1-[cis-4-{4-[4-(1-methyl-1H-pyrazol-4-yl)pyridazin-3-yl]piperazin-1-yl}cyclohexyl]-1H-indole